1H-pyrrol-3-aminium tetraphenylborate C1(=CC=CC=C1)[B-](C1=CC=CC=C1)(C1=CC=CC=C1)C1=CC=CC=C1.N1C=C(C=C1)[NH3+]